N1N=NN=C1C=1C=CC(=C(C1)NS(=O)(=O)C=1C=C(C(=O)O)C=CC1OC)C=1SC=CC1 3-(N-(5-(tetrazol-5-yl)-2-(thiophen-2-yl)phenyl)sulfamoyl)-4-methoxybenzoic acid